3-hydroxy-3-methylglutarylcoenzyme A OC(CC(=O)SCCNC(CCNC([C@@H](C(COP(OP(OC[C@@H]1[C@H]([C@H]([C@@H](O1)N1C=NC=2C(N)=NC=NC12)O)OP(=O)(O)O)(=O)O)(=O)O)(C)C)O)=O)=O)(CC(=O)O)C